1,3-bis(1,1-dimethylethyl)imidazolium bromide [Br-].CC(C)(C)N1C=[N+](C=C1)C(C)(C)C